4-benzhydryl-5-phenyl-furan-2(5H)-one C(C1=CC=CC=C1)(C1=CC=CC=C1)C1=CC(OC1C1=CC=CC=C1)=O